1-amino-2-{2-[1-(tert-butoxycarbonyl)azetidin-3-yl]ethynyl}-4-(trifluoromethyl)pyridin-1-ium N[N+]1=C(C=C(C=C1)C(F)(F)F)C#CC1CN(C1)C(=O)OC(C)(C)C